FC(C1=NN2C(C(NCC2O)=O)=C1)F 2-(difluoromethyl)-7-hydroxy-6,7-dihydropyrazolo[1,5-a]pyrazin-4(5H)-one